C1CCCC12CCC(CC2)CC(=O)O (spiro[4.5]decan-8-yl)acetic acid